N-(2-(2,5-dioxo-2,5-dihydro-1H-pyrrol-1-yl)ethyl)-3',7'-dimorpholino-3-oxo-3H-dispiro[isobenzofuran-1,10'-dibenzo[b,e]siline-5',1''-silinane]-5-carboxamide O=C1N(C(C=C1)=O)CCNC(=O)C=1C=C2C(OC3(C4=C(C=C(C=C4)N4CCOCC4)[Si]4(CCCCC4)C4=C3C=CC(=C4)N4CCOCC4)C2=CC1)=O